(4-Bromo-2-fluoro-phenyl)methanamine BrC1=CC(=C(C=C1)CN)F